FC1=CC=C(C=C1)C1=CC=2C(=NC=C(C2)C=2C=C(SC2)C(=O)OC)N1 Methyl 4-(2-(4-fluorophenyl)-1H-pyrrolo[2,3-b]pyridin-5-yl)thiophene-2-carboxylate